FC1=CC2=C(C(CO2)NC2=NC(=NC(=N2)N)C2=CC=C3C=NN(C3=C2)C2OCCCC2)C=C1 N2-(6-fluoro-2,3-dihydrobenzofuran-3-yl)-6-(1-tetrahydropyran-2-yl-indazol-6-yl)-1,3,5-triazine-2,4-diamine